C12(CC(C1)C2)N2[C@@H](C=1NC3=CC=CC=C3C1C[C@H]2C)C2=C(C=C(C=C2F)OCCN2CCCC2)F (1R,3R)-2-(bicyclo[1.1.1]pentan-1-yl)-1-(2,6-difluoro-4-(2-(pyrrolidin-1-yl)ethoxy)phenyl)-3-methyl-2,3,4,9-tetrahydro-1H-pyrido[3,4-b]indole